octadecadien-1-ol CCCCCCCCCCCCCCC=CC=CO